6-{2,8-dimethylimidazo[1,2-b]pyridazin-6-yl}-8-hydroxy-2-(pyrrolidin-3-yl)isoquinolin-1-one CC=1N=C2N(N=C(C=C2C)C=2C=C3C=CN(C(C3=C(C2)O)=O)C2CNCC2)C1